tert-butyl (R)-(2-chloro-6,7-dihydro-5H-cyclopenta[b]pyridin-7-yl)(methyl)carbamate ClC1=CC=C2C(=N1)[C@@H](CC2)N(C(OC(C)(C)C)=O)C